3,4,5-Tridotriacontanoxybenzoic acid C(CCCCCCCCCCCCCCCCCCCCCCCCCCCCCCC)OC=1C=C(C(=O)O)C=C(C1OCCCCCCCCCCCCCCCCCCCCCCCCCCCCCCCC)OCCCCCCCCCCCCCCCCCCCCCCCCCCCCCCCC